((1R)-1-amino-3,7-dimethyloct-6-en-1-yl)boronic acid N[C@@H](CC(CCC=C(C)C)C)B(O)O